3',4'-Diamino-N-(4-((benzyloxy)methyl)phenyl)-2',4-difluoro-[1,1'-biphenyl]-3-carboxamide NC=1C(=C(C=CC1N)C1=CC(=C(C=C1)F)C(=O)NC1=CC=C(C=C1)COCC1=CC=CC=C1)F